C=C(C)C1=C(N)C(=CC=C1)B1OC(C(O1)(C)C)(C)C 2-(prop-1-en-2-yl)-6-(4,4,5,5-tetramethyl-1,3,2-dioxaborolan-2-yl)-aniline